C1(CCCCC1)CN1C(=NC(=C1)CCC(NC1=CC=CC=C1)=O)C1=C(C(=O)N)C=CC=C1C=1C=NNC1 (1-(cyclohexylmethyl)-4-(3-oxo-3-(phenylamino)propyl)-1H-imidazol-2-yl)-3-(1H-pyrazol-4-yl)benzamide